O1CCC=2C(NC=3C=CC=CC3C21)=O 3,5-dihydrofuro[3,2-c]quinolin-4(2H)-one